C(CCCCCCCCC)(=O)OCCC(C)C isoamyl caprinate